diethanol tellurium [Te].C(C)O.C(C)O